(e)-4-(dimethylamino)-1-(3-(5-(1-methylpyrrolidin-3-yl)thiophene-2-carbonyl)-3,6-diazabicyclo[3.1.1]heptan-6-yl)but-2-en-1-one CN(C/C=C/C(=O)N1C2CN(CC1C2)C(=O)C=2SC(=CC2)C2CN(CC2)C)C